(1S,3S)-3-((5-(5-Chloro-3-(hydroxymethyl)thiophen-2-yl)-3-methylpyrazin-2-yl)oxy)cyclohexane ClC1=CC(=C(S1)C=1N=C(C(=NC1)OC1CCCCC1)C)CO